3-bromo-5-oxo-7,8-dihydro-1,6-naphthyridine-6(5H)-carboxylic acid tert-butyl ester C(C)(C)(C)OC(=O)N1C(C=2C=C(C=NC2CC1)Br)=O